1-(2,4-dichlorophenyl)-5-hydroxy-2,6,6-trimethylheptan-4-yl-2,4-dihydro-3H-1,2,4-triazole-3-thione ClC1=C(C=CC(=C1)Cl)CC(CC(C(C(C)(C)C)O)N1N=CNC1=S)C